3-(Fmoc-amino)propyl bromide C(=O)(OCC1C2=CC=CC=C2C2=CC=CC=C12)NCCCBr